FC(C(=O)O)(F)F.CC(CCC(=O)N)C 4-methylValeramide trifluoroacetate